COC1=C(OC2=CC=C(C=C2)C=2N=C(N3C2C=NC=C3)[C@H]3N(CCC3)C(C#CC)=O)C=CC=C1 (S)-1-(2-(1-(4-(2-methoxyphenoxy)phenyl)imidazo[1,5-a]pyrazin-3-yl)pyrrolidin-1-yl)but-2-yn-1-one